Natrium (S)-3-(3',6-Dimethoxybiphenyl-3-yl)-3-(3-(1,6-dimethyl-4-oxido-2-oxo-1,2-dihydropyridin-3-yl)ureido)propanoat COC=1C=C(C=CC1)C1=CC(=CC=C1OC)[C@H](CC(=O)[O-])NC(=O)NC=1C(N(C(=CC1[O-])C)C)=O.[Na+].[Na+]